O[C@@]1(C(N(CC1)C)=O)C1=CC(=NO1)C=1C=C(C=CC1)C1=CC=C(C(=N1)C(=O)N)C (R)-6-(3-(5-(3-Hydroxy-1-methyl-2-oxopyrrolidin-3-yl)isoxazol-3-yl)phenyl)-3-methylpicolinamide